4-fluoro-6-[2-[(2-methylpropan-2-yl)oxycarbonylamino]propoxy]-2,3-dihydro-1H-indene-2-carboxylic acid ethyl ester C(C)OC(=O)C1CC2=CC(=CC(=C2C1)F)OCC(C)NC(=O)OC(C)(C)C